t-5-chloro-6-[(trans-4-hydroxy-4-methylcyclohexyl)methoxy]pyridin ClC=1C=CC=NC1OCC1CCC(CC1)(C)O